FC=1C=C(C(=NC1)C1=NC=CN=C1)C1(CCN(CC1)[C@@H]1CC2(CN(C2)C(=O)OCC)CC1)O ethyl (6S)-6-[4-(5-fluoro-2-pyrazin-2-yl-3-pyridyl)-4-hydroxy-1-piperidyl]-2-azaspiro[3.4]octane-2-carboxylate